1,5,9,13-tetraazacyclotetradecane N1CCCNCCCNCCCNC1